(S)-benzyl (2,6-dioxopiperidin-3-yl)carbamate O=C1NC(CC[C@@H]1NC(OCC1=CC=CC=C1)=O)=O